ethyl 3-[(4-methoxycarbonyl-1-piperidyl)methyl]-1H-indole-2-carboxylate COC(=O)C1CCN(CC1)CC1=C(NC2=CC=CC=C12)C(=O)OCC